BrC(C(C(=C)F)F)(F)F 4-bromo-2,3,4,4-tetrafluorobut-1-ene